NC=1C=2N(C=CN1)C(=NC2C2=CC=C(C(=O)NC1=NC=CC(=C1)F)C=C2)[C@H]2N(CCC2)C(C#CC)=O (S)-4-(8-amino-3-(1-but-2-ynoylpyrrolidin-2-yl)imidazo[1,5-a]pyrazin-1-yl)-N-(4-fluoropyridin-2-yl)benzamide